C1(CC1)NC1=CC(=NC=2N1N=CC2C#N)NC2=CC(=C(C=C2)OC)CS(=O)(=O)C 7-(cyclopropylamino)-5-[4-methoxy-3-(methylsulfonylmethyl)anilino]pyrazolo[1,5-a]pyrimidine-3-carbonitrile